nonatriacontyl laurate C(CCCCCCCCCCC)(=O)OCCCCCCCCCCCCCCCCCCCCCCCCCCCCCCCCCCCCCCC